BrC=1C=C(OC(C1OCCN1CCOCC1)=O)C(=O)OC methyl 4-bromo-5-[2-(morpholin-4-yl)ethoxy]-6-oxopyran-2-carboxylate